(R)-2-((3-(2-chloro-3-(1,4-benzodioxan-6-yl)anilino)-1-methylindazol-6-ylidene)amino)-propionic acid ClC1=C(NC=2NN(C3=CC(C=CC23)=N[C@@H](C(=O)O)C)C)C=CC=C1C1=CC2=C(OCCO2)C=C1